(S)-2-[(4-phenylphenyl)methyl]-oxirane C1(=CC=CC=C1)C1=CC=C(C=C1)C[C@@H]1OC1